C12(CC(C1)C2)N2N=CC(=C2)N2N=CC1=CC(=C(C=C21)N2CCN(CC2)C2(C(COC2)O)C)C 4-(4-(1-(1-(bicyclo[1.1.1]pentan-1-yl)-1H-pyrazol-4-yl)-5-methyl-1H-indazol-6-yl)piperazin-1-yl)-4-methyltetrahydrofuran-3-ol